FC1=CC=CC2=C1N=C(OC2=O)C 8-fluoro-2-methyl-4H-benzo[d][1,3]oxazine-4-one